N-{(2Z)-3-[1-(2-nitrophenyl)-1H-pyrrol-2-yl]-allylidene}-aminoguanidine [N+](=O)([O-])C1=C(C=CC=C1)N1C(=CC=C1)\C=C/C=NC(=NN)N